NC(C(C1=CC=CC=C1)SC1=C(C(=C(C(=N1)N1CCC(CC1)NC([C@H](C)NC(OC(C)(C)C)=O)=O)C#N)CC)C#N)=O tert-butyl ((2S)-1-((1-(6-((2-amino-2-oxo-1-phenylethyl)thio)-3,5-dicyano-4-ethylpyridin-2-yl)piperidin-4-yl)amino)-1-oxopropan-2-yl)carbamate